C(C)OC(=O)C=1C=NN(C1)C(=O)OC(C)(C)C 1H-pyrazole-1,4-dicarboxylic acid 1-(tert-butyl) 4-ethyl ester